4-oxo-1,2-dimethyl-pyridin O=C1C=C(N(C=C1)C)C